N[C@@H]1C2=CC=CC=C2CC12CCN(CC2)C=2NC(C1=C(N2)NN=C1C1(CC1)C1=NC(=CC=C1)C)=O (S)-6-(1-amino-1,3-dihydrospiro[indene-2,4'-piperidin]-1'-yl)-3-(1-(6-methylpyridin-2-yl)cyclopropyl)-1,5-dihydro-4H-pyrazolo[3,4-d]pyrimidin-4-one